2-(4-cyclopropyl-6-methoxypyrimidin-5-yl)-4-(1-(4-(1-ethyl-4-(trifluoromethyl)-1H-imidazol-2-yl)phenyl)ethyl)-[1,2,4]triazolo[1,5-a]pyrimidin-5(4H)-one C1(CC1)C1=NC=NC(=C1C1=NN2C(N(C(C=C2)=O)C(C)C2=CC=C(C=C2)C=2N(C=C(N2)C(F)(F)F)CC)=N1)OC